N1C=CC2=CC(=CC=C12)S(=O)(=O)N1C=C(C=C1)C(=O)NC1=CC(=C(C=C1)C)O 1-((1H-indol-5-yl)sulfonyl)-N-(3-hydroxy-4-methylphenyl)-1H-pyrrole-3-carboxamide